Cl.S1C(=CC2=C1C=CC=C2)[C@@H](C)N(C(=O)N)OC(CNCC)=O |r| (RS)-N-[1-(1-benzothien-2-yl)ethyl]-N-(2-ethylaminoacetoxy)urea hydrochloride